C1=CC=CC=2C3=CC=CC=C3C(C12)COC(=O)N(C(C(=O)O)CCC1=CC(=CC=C1)F)C 2-((((9H-Fluoren-9-yl)methoxy)carbonyl)(methyl)amino)-4-(3-fluorophenyl)butanoic acid